CC(C)(C)OC(=O)N1C[C@@H]2[C@H](C1)C2CN (1R,5S,6s)-tert-Butyl 6-(aminomethyl)-3-azabicyclo[3.1.0]hexane-3-carboxylate